1-(thiophen-3-yl)butane tert-butyl-oxazine-6(2H)-carboxylate C(C)(C)(C)OC(=O)C1=CC=CNO1.S1C=C(C=C1)CCCC